FC=1C=C(C=C2C(=CNC12)CCN(CCC)C)OC N-(2-(7-fluoro-5-methoxy-1H-indol-3-yl)ethyl)-N-methylpropan-1-amine